NC[C@@H]1NC([C@@H](SCC1)C1=CC(=CC=C1)C1=CC(=CC=C1)Cl)=O (2S,5R)-5-(aminomethyl)-2-[3-(3-chlorophenyl)phenyl]-1,4-thiazepan-3-one